(R)-N-(3-(5-fluoro-2-((1-(3-(hydroxymethyl)phenyl)-1H-pyrazol-4-yl)amino)pyrimidin-4-yl)-1H-indol-7-yl)-3-methoxy-2-(4-methylpiperazin-1-yl)propanamide FC=1C(=NC(=NC1)NC=1C=NN(C1)C1=CC(=CC=C1)CO)C1=CNC2=C(C=CC=C12)NC([C@@H](COC)N1CCN(CC1)C)=O